ClC1=C(C(=CC=C1)Cl)N1CCC2=CC=CC=C12 1-(2,6-dichlorophenyl)-1,3-dihydro-2H-indole